N-(1,8-dimethylimidazo[1,2-a]quinoxalin-4-yl)ethane-1,2-diamine CC1=CN=C2N1C1=CC(=CC=C1N=C2NCCN)C